CC(CN[C@@H](CC(C)C)C(=O)O)C 2-methylpropane-1-yl-(leucine)